(2S,4R)-1-tert-butoxycarbonyl-4-hydroxy-pyrrolidine-2-carboxylic acid C(C)(C)(C)OC(=O)N1[C@@H](C[C@H](C1)O)C(=O)O